CC(CCNC1=CC(=NC2=CC=CC=C12)C1=CC=C(C=C1)N1CCN(CC1)C)(N)C dimethyl-N3-(2-(4-(4-methylpiperazin-1-yl)phenyl)quinolin-4-yl)propane-1,3-diamine